1-(tert-butoxycarbonyl)-3,6-dihydro-2H-pyridin-4-ylboronic acid C(C)(C)(C)OC(=O)N1CCC(=CC1)B(O)O